(S)-3-cyclopropyl-1-(4-(4-fluorobenzo[d]thiazol-2-yl)-6,7-dihydro-3H-imidazo[4,5-c]pyridin-5(4H)-yl)propan-1-one C1(CC1)CCC(=O)N1[C@@H](C2=C(CC1)N=CN2)C=2SC1=C(N2)C(=CC=C1)F